1-(thiophen-3-ylmethyl)pyrrolidin S1C=C(C=C1)CN1CCCC1